2,2-dimethyl-4-oxo-3,8,11,14-tetraoxa-5-aza-heptadecane-17-oic acid ethyl ester C(C)OC(CCOCCOCCOCCNC(OC(C)(C)C)=O)=O